C(=O)(O)C[N+]1=CC=C(C=C1)C1=CC=[N+](C=C1)CC(=O)O 1,1'-dicarboxymethyl-4,4'-bipyridinium